5,7-difluoro-1H-indazol-3(2H)-one FC=1C=C2C(NNC2=C(C1)F)=O